F[C@H]1[C@@H]2CC[C@H](CC1)N2 (1S,2R,3R,5R)-2-fluoro-8-azabicyclo[3.2.1]octan